tert-Butyl {1-[1-(2-cyclopentylethyl)-5-oxo-4,5-dihydro-1H-pyrazol-3-yl]ethyl}methylcarbamate C1(CCCC1)CCN1N=C(CC1=O)C(C)N(C(OC(C)(C)C)=O)C